4-(benzo[d]thiazol-2-yl)-2,6-bis(3,6-dimethyl-9H-carbazol-9-yl)benzonitrile S1C(=NC2=C1C=CC=C2)C2=CC(=C(C#N)C(=C2)N2C1=CC=C(C=C1C=1C=C(C=CC21)C)C)N2C1=CC=C(C=C1C=1C=C(C=CC21)C)C